1-(4-bromo-3-chlorophenyl)methanamine BrC1=C(C=C(C=C1)CN)Cl